OC=1C(=C(C2=C(NN=N2)C1)C1=CC=CC=C1)C1=CC=CC=C1 hydroxydiphenylbenzotriazole